3-amino-N-1-carboxymethyl-2-oxo-5-phenyl-1,4-benzodiazepine NC1C(N(C2=C(C(=N1)C1=CC=CC=C1)C=CC=C2)CC(=O)O)=O